2-amino-5-(2-chloro-4-(2-(3-chlorophenyl)-2-hydroxyacetamido)phenyl)-N-isopropylnicotinamide NC1=C(C(=O)NC(C)C)C=C(C=N1)C1=C(C=C(C=C1)NC(C(O)C1=CC(=CC=C1)Cl)=O)Cl